(R)-3-amino-2-(((benzyloxy)carbonyl)amino)propionic acid cyclohexyl ester C1(CCCCC1)OC([C@@H](CN)NC(=O)OCC1=CC=CC=C1)=O